5-{3-(Trifluoromethyl)-4-[5-(trifluoromethyl)thiophen-3-yl]phenyl}-3,6-dihydro-2H-1,3,4-oxadiazin-2-one FC(C=1C=C(C=CC1C1=CSC(=C1)C(F)(F)F)C1=NNC(OC1)=O)(F)F